CC1(CCCCC1)NCCCCS(=O)(=O)O 4-(methylcyclohexyl)aminobutane-1-sulfonic acid